CC(CNC(=O)C1CCOCC1)\C=C/C N-[(3Z)-2-methylpent-3-enyl]Tetrahydropyran-4-carboxamide